ClC1=NN=C(C2=CC=CC=C12)NC1CN(CCC1)C 4-chloro-N-(1-methylpiperidin-3-yl)phthalazin-1-amine